FC1=CC=C(C=C1)P(C1=CC=C(C=C1)F)C1=CC=C(C=C1)F tris[4-fluorophenyl]phosphine